C(C)OC([C@@H](N)CO)=O |r| racemic-serine ethyl ester